ethyl 3-(4-((6-cyclopropylimidazo[1,2-a]pyridin-2-yl)methoxy)-6-((4-(N-(ethoxycarbonyl)carbamimidoyl)-2,6-dimethylbenzyl)amino)pyrimidin-2-yl)propanoate C1(CC1)C=1C=CC=2N(C1)C=C(N2)COC2=NC(=NC(=C2)NCC2=C(C=C(C=C2C)C(NC(=O)OCC)=N)C)CCC(=O)OCC